3-(2-methoxyethyl)-7-morpholino-2-(morpholinomethyl)-5-[3-(m-tolyl)-1,4,5,6-tetrahydro-1-pyridazinyl]-3H-1,3,4-triazaindenecarbaldehyde COCCN1C(N(C2=C(C=C(N=C12)N1N=C(CCC1)C=1C=C(C=CC1)C)N1CCOCC1)C=O)CN1CCOCC1